CN1C(N(C2=C1C=C(C=C2)S(=O)(=O)NC2(CC2)C)CC2=CC=C(C=C2)C)=O 3-methyl-N-(1-methylcyclopropyl)-2-oxo-1-(p-tolylmethyl)benzimidazole-5-sulfonamide